tert-butyl 4-(6-chloropyridazine-3-carbonyl)piperidine-1-carboxylate ClC1=CC=C(N=N1)C(=O)C1CCN(CC1)C(=O)OC(C)(C)C